O1C2=C(CC1)C=C(C=C2)C(=O)O 2,3-dihydrobenzo[b]furan-5-carboxylic acid